CN1C(CN=CC2=C1C=CC=C2)=O methyl-1H-1,4-benzodiazepin-2(3H)-one